OCC12C(C(CC(OC1)O2)O)O (hydroxymethyl)-6,8-dioxabicyclo[3.2.1]octane-2,3-diol